(R)-(1-hydroxy-6,6,9-trimethyl-3-pentyl-6H-benzo[c]chromen-2-yl)(2-methylaziridin-1-yl)methanone OC1=C2C3=C(C(OC2=CC(=C1C(=O)[N@]1C(C1)C)CCCCC)(C)C)C=CC(=C3)C